(S)-1-(tert-butoxycarbonyl)-5-oxopyrrolidine-2-carboxylic acid C(C)(C)(C)OC(=O)N1[C@@H](CCC1=O)C(=O)O